2-((1s,2s)-2-aminocyclohexyl)-N-(but-2-yn-1-yl)-5-chloro-3-iodothieno[3,2-b]pyridin-7-amine N[C@@H]1[C@H](CCCC1)C1=C(C2=NC(=CC(=C2S1)NCC#CC)Cl)I